6-(2-amino-5-(bis(4-methoxybenzyl)amino)-6-fluoroquinazolin-7-yl)-5-methyl-3-((2-(trimethylsilyl)ethoxy)methyl)benzo[d]oxazol-2(3H)-one NC1=NC2=CC(=C(C(=C2C=N1)N(CC1=CC=C(C=C1)OC)CC1=CC=C(C=C1)OC)F)C1=CC2=C(N(C(O2)=O)COCC[Si](C)(C)C)C=C1C